Cl.F[C@H]1[C@@H](CNC1)O (3R,4R)-4-fluoropyrrolidine-3-ol hydrochloride